[Na+].[O-]P([O-])(=O)OP(=O)([O-])O.C(CC(O)(C(=O)O)CC(=O)O)(=O)O.[Fe+2] IRON CITRATE DIPHOSPHATE SODIUM